COC1=C(CN(C2=NC(=NN3C2=NC=C3CC3=C(C(=C(OCCN(C(OC(C)(C)C)=O)C)C=C3)F)F)O[C@@H](CCO)CCC)CC3=C(C=C(C=C3)OC)OC)C=CC(=C1)OC |o1:37| tert-butyl (R or S)-(2-(4-((4-(bis(2,4-dimethoxybenzyl)amino)-2-((1-hydroxyhexan-3-yl)oxy)imidazo[2,1-f][1,2,4]triazin-7-yl)methyl)-2,3-difluorophenoxy)ethyl)(methyl)carbamate